[N+3].[N+](=O)([O-])[O-].O.[N+](=O)([O-])[O-].[N+](=O)([O-])[O-] water nitrate nitrogen salt